ClC=1C=CC(=NC1)C1OC2=C(C1)C(=CC=C2)C2CCN(CC2)CC2=NC1=C(N2C[C@H]2OCC2)C=C(C=C1)C(=O)O 2-((4-(2-(5-chloropyridin-2-yl)-2,3-dihydrobenzofuran-4-yl)piperidin-1-yl)methyl)-1-(((S)-oxetan-2-yl)methyl)-1H-benzo[d]imidazole-6-carboxylic acid